2,5-didehydro-D-gluconic acid O=C(C(=O)[C@@H](O)[C@H](O)C(=O)CO)O